dilauryl peroxide C(CCCCCCCCCCC)OOCCCCCCCCCCCC